FC1=NC=CC=C1C1=CC=C(C=C1)S(=O)(=O)N 4-(2-fluoropyridin-3-yl)benzenesulfonamide